C12(CC(C1)C2)NC(O[C@H]2C[C@H](CC2)C2=NN(C(=C2)NC2=CC(=NC=C2)C)C(C)(C)C)=O (1R,3S)-3-(1-(tert-butyl)-5-((2-methylpyridin-4-yl)amino)-1H-pyrazol-3-yl)cyclopentyl bicyclo[1.1.1]pentan-1-ylcarbamate